3-bromo-5-fluoro-benzotrifluoride BrC=1C=C(C=C(C1)F)C(F)(F)F